NCCCCCN(C(CCC(=O)NCCCCCN(C(CCC(NCCCCCN(C(C)=O)O)=O)=O)O)=O)O N-(5-aminopentyl)-N-hydroxy-N'-[5-(N-hydroxy-3-{[5-(N-hydroxyacetamido)pentyl]carbamoyl}propanamido)pentyl]butanediamide